OCCN([O-])CCO.OCC=1C=C(C=CC1)C(C)(C)O 2-(3-(hydroxymethyl)phenyl)propan-2-ol N,N-bis(2-hydroxyethyl)aminoxide